(cis)-di-tert-Butyl 1-((3-(ethoxycarbonyl)-3-methylcyclobutyl) methyl)-6-oxohexahydropyrrolo[3,2-c]pyrazole-2,4-dicarboxylate C(C)OC(=O)C1(CC(C1)CN1N(C[C@H]2[C@@H]1C(CN2C(=O)OC(C)(C)C)=O)C(=O)OC(C)(C)C)C